OC1=C(C(=CC(=C1C(=O)NCC=1C=NC=CC1)CCCCC)O)C1CCCC(=C1)C 2,6-dihydroxy-5'-methyl-4-pentyl-N-(pyridin-3-ylmethyl)-1',2',3',4'-tetrahydro-[1,1'-biphenyl]-3-carboxamide